deoxyuridine tri-phosphate P(=O)(O)(O)O.P(=O)(O)(O)O.P(=O)(O)(O)O.[C@@H]1(C[C@H](O)[C@@H](CO)O1)N1C(=O)NC(=O)C=C1